Cl.Cl.NC1=CC=C(C(=N1)C)CNC([C@H](C)NC(=O)[C@@H]1NC[C@H](C1)CC1=CC(=C(C=C1)Cl)Cl)=O (2R,4S)-N-((S)-1-(((6-amino-2-methylpyridin-3-yl)methyl)amino)-1-oxopropan-2-yl)-4-(3,4-dichlorobenzyl)pyrrolidine-2-carboxamide dihydrochloride